4-(N-(3-(tert-butyl)-5-cyclopropylbenzyl)-2-(N-(2-cyano-4-fluorobenzyl)-(2,3,4,5,6-pentafluorophenyl)sulfonamido)acetamido)-3-methoxybenzoic acid C(C)(C)(C)C=1C=C(CN(C(CN(S(=O)(=O)C2=C(C(=C(C(=C2F)F)F)F)F)CC2=C(C=C(C=C2)F)C#N)=O)C2=C(C=C(C(=O)O)C=C2)OC)C=C(C1)C1CC1